Selenochromene [Se]1CC=CC2=CC=CC=C12